Cl.O=C1NC(CCC1N1C(C2=CC=CC(=C2C1=O)N1CCN(CC1)CC1(CCNCC1)O)=O)=O 2-(2,6-dioxopiperidin-3-yl)-4-[4-[(4-hydroxypiperidin-4-yl)methyl]piperazin-1-yl]isoindole-1,3-dione hydrochloride